N[C@H](C=1N=C2N(N=CC(=C2)[C@H](NC(CC2(CC2)C(F)(F)F)=O)C2(CC2)C#N)C1)C1CCC(CC1)(F)F |o1:10| N-((S*)-(2-((S)-Amino(4,4-difluorocyclohexyl)methyl)imidazo[1,2-b]pyridazin-7-yl)(1-cyanocyclopropyl)methyl)-2-(1-(trifluoromethyl)cyclopropyl)acetamide